ferric triglycinate NCC(=O)[O-].NCC(=O)[O-].NCC(=O)[O-].[Fe+3]